1-(((tert-butyldimethylsilyl)oxy)methyl)-4-((4-chlorophenoxy)methyl)-7-azabicyclo[2.2.1]heptane-7-carboxylate [Si](C)(C)(C(C)(C)C)OCC12CCC(CC1)(N2C(=O)[O-])COC2=CC=C(C=C2)Cl